S=O sulfanone